NC1=CC(=C2NC(CCCCC[C@@](C3=NN=C(C1=N2)O3)(C(F)(F)F)O)C(=O)O)C(F)(F)F (6R)-17-amino-6-hydroxy-6,15-bis(trifluoromethyl)-19-oxa-3,4,13,18-tetraazatricyclo[12.3.1.12,5]nonadec-1(18),2,4,14,16-pentaene-12-carboxylic acid